N-[(2S,3R)-2-[(2,3'-difluoro[1,1'-biphenyl]-3-yl)methyl]-4,4-difluoro-1-(2-methylpropanoyl)pyrrolidin-3-yl]methanesulfonamide FC1=C(C=CC=C1C[C@@H]1N(CC([C@@H]1NS(=O)(=O)C)(F)F)C(C(C)C)=O)C1=CC(=CC=C1)F